tert-butyl[(2S)-6-[(tert-butylcarbonyl)amino]-1-oxo-1-(piperazin-1-yl)hexane-2-yl]carbamate C(C)(C)(C)OC(N[C@H](C(N1CCNCC1)=O)CCCCNC(=O)C(C)(C)C)=O